Cl.C1(=CC=CC=C1)S(=O)(=O)O benzenesulfonic acid, monohydrochloride